OC(CN1CCN(CC1)C1=CC=C(C=C1)C1=CC(=C2C(=N1)C(=CS2)C(=O)NC)C(F)(F)F)(C)C 5-[4-[4-(2-hydroxy-2-methyl-propyl)piperazin-1-yl]phenyl]-N-methyl-7-(trifluoromethyl)thieno[3,2-b]pyridine-3-carboxamide